C1(CC1)C(=O)C=1C=CC=C2C(=NC=NC12)N[C@H](CN1CCN(CC1)C(=O)OC(C)(C)C)C tert-butyl 4-[(2S)-2-[[8-(cyclopropanecarbonyl)quinazolin-4-yl]amino]propyl]piperazine-1-carboxylate